NC12CC3(CC(CC(C1)C3)C2)O 3-aminotricyclo[3.3.1.13,7]decan-1-ol